CC1(CC=2C(=NNC2CC1)C(=O)N[C@@H]1C(N(C2=C(OC1)C=CC=C2)C)=O)C (S)-5,5-dimethyl-N-(5-methyl-4-oxo-2,3,4,5-tetrahydrobenzo[b][1,4]oxazepin-3-yl)-4,5,6,7-tetrahydro-1H-indazole-3-carboxamide